bis(5,5'-dimethyl-1,3-Oxazolidin-3-yl)methane benzyl-(2-phenyl-1,3-dioxan-5-yl)carbamate C(C1=CC=CC=C1)N(C(O)=O)C1COC(OC1)C1=CC=CC=C1.CC1(CN(CO1)CN1COC(C1)(C)C)C